C1(CCCCC1)C(C(C(=O)NC1=NC=C(C=C1)C=1C(=NN(C1CC)COCC[Si](C)(C)C)C)C1=C(N(N=C1)CC)C(=O)N)C1CCCCC1 [1-(dicyclohexylmethyl)-2-[[5-[5-ethyl-3-methyl-1-(2-trimethylsilylethoxymethyl)pyrazol-4-yl]-2-pyridinyl]amino]-2-oxo-ethyl]-2-ethyl-pyrazole-3-carboxamide